COC1=C(C=CC(=C1)OC)CNC(=O)C1=CC2=C(C(=N1)C=1N=C(OC1CO)C=1N(N=C(C1OCC1=CC=C(C=C1)OC)C)CC)C=NN2C N-[(2,4-dimethoxyphenyl)methyl]-4-[2-[2-ethyl-4-[(4-methoxyphenyl)methoxy]-5-methyl-pyrazol-3-yl]-5-(hydroxymethyl)oxazol-4-yl]-1-methyl-pyrazolo[4,3-c]pyridine-6-carboxamide